C(C)(C)(C)N(C(O)=O)CCCN.BrCC1=C(C=C(C(=C1C)CBr)C)C 2,4-bis(bromomethyl)-1,3,5-trimethylbenzene tert-butyl-(3-aminopropyl)carbamate